ClC1=C(C=C(C=C1)F)[C@H]1[C@@H](NCC(N1)=O)C(=O)NC1CC(CCC1)C(F)(F)F (2R,3S)-3-(2-chloro-5-fluorophenyl)-5-oxo-N-[3-(trifluoromethyl)cyclohexyl]piperazine-2-carboxamide